ClC1([C@H](C1)C(C(CC)O)N1N=CN=C1)Cl [(1R)-2,2-dichlorocyclopropyl]-1-(1H-1,2,4-triazol-1-yl)butan-2-ol